C(C)(C)(C)N1N=CC=C1C=1C=C(C(=O)NC(C)(CC)C)C=C(C1)C1=CC=C(C=C1)Cl 3-(2-tert-butyl-pyrazol-3-yl)-5-(4-chlorophenyl)-N-(2-methyl-but-2-yl)-benzamide